ClC1=C(N=C(NC1=O)C1=CC=NC=C1)N1CC(NCC1)C=1SC=CC1 5-chloro-2-(4-pyridyl)-4-[3-(2-thienyl)piperazin-1-yl]-1H-pyrimidin-6-one